N-(3-methyl-1-(4-(trifluoromethyl)benzyl)-1H-indazol-5-yl)acrylamide CC1=NN(C2=CC=C(C=C12)NC(C=C)=O)CC1=CC=C(C=C1)C(F)(F)F